C1(CC1)C1=NC=C(C(=N1)NC1CC(C1)OC)C(=O)OCC ethyl 2-cyclopropyl-4-[3-(trans-methoxy)cyclobutyl]amino-pyrimidine-5-carboxylate